Cl[C@@H](C(=O)O)CC1=C(C=C(C(=C1)N1N=C(N(C1=O)C(F)F)C)F)Cl |r| (RS)-2-chloro-3-{2-chloro-5-[4-(difluoromethyl)-4,5-dihydro-3-methyl-5-oxo-1H-1,2,4-triazol-1-yl]-4-fluorophenyl}propanoic acid